N-(3-(pyridin-4-yl)-1H-indazol-5-yl)tetrazolo[1,5-a]pyridin-5-amine N1=CC=C(C=C1)C1=NNC2=CC=C(C=C12)NC1=CC=CC=2N1N=NN2